(1R,5S,8s)-N-{5-[4-Fluoro-3-(trifluoromethyl)phenoxy]-1-(propan-2-yl)-1H-1,2,4-triazol-3-yl}-3-(3-methyl-1,2,4-oxadiazol-5-yl)-3-azabicyclo[3.2.1]octan-8-amine FC1=C(C=C(OC2=NC(=NN2C(C)C)NC2[C@H]3CN(C[C@@H]2CC3)C3=NC(=NO3)C)C=C1)C(F)(F)F